N-(4-((4-([1,2,4]triazolo[1,5-a]pyridin-7-yloxy)-2-(methoxy-d3)-5-methylphenyl)amino)-7-methoxyquinazolin-6-yl)-2-fluoro-3-(1-methylpyrrolidin-2-yl)acrylamide N=1C=NN2C1C=C(C=C2)OC2=CC(=C(C=C2C)NC2=NC=NC1=CC(=C(C=C21)NC(C(=CC2N(CCC2)C)F)=O)OC)OC([2H])([2H])[2H]